FC=1C=CC=2C3CC[C@@]4(C(\C(\[C@H](C4C3CCC2C1)CCC(=O)NC1=NC=C(C=C1)C(C)C)=C/O)=O)C 3-((13S,15S,Z)-3-fluoro-16-(hydroxymethylene)-13-methyl-17-oxo-7,8,9,11,12,13,14,15,16,17-decahydro-6H-cyclopenta[a]phenanthren-15-yl)-N-(5-isopropylpyridin-2-yl)-propanamide